(R)-N-cyclopropyl-5-(5-(2,5-difluorophenyl)-2,2-dimethylpyrrolidin-1-yl)-pyrazolo[1,5-a]pyrimidine-3-carboxamide C1(CC1)NC(=O)C=1C=NN2C1N=C(C=C2)N2C(CC[C@@H]2C2=C(C=CC(=C2)F)F)(C)C